4-[[3-fluoro-2-methoxy-propyl]-[4-(5,6,7,8-tetrahydro-1,8-naphthyridin-2-yl)butyl]amino]-2-[[3-(trifluoromethyl)pyridine-4-carbonyl]amino]butanoic acid FCC(CN(CCC(C(=O)O)NC(=O)C1=C(C=NC=C1)C(F)(F)F)CCCCC1=NC=2NCCCC2C=C1)OC